COC(C(=NOC)C1=C(C=CC=C1)CCl)=O 2-(2-(chloromethyl)phenyl)-2-(methoxyimino)acetic acid methyl ester